4-[[1-[2-(2,6-dioxo-3-piperidinyl)-4-fluoro-1-oxo-isoindolin-5-yl]-4-piperidinyl]methyl]-3,3-dimethyl-piperazine-1-carboxylic acid tert-butyl ester C(C)(C)(C)OC(=O)N1CC(N(CC1)CC1CCN(CC1)C=1C(=C2CN(C(C2=CC1)=O)C1C(NC(CC1)=O)=O)F)(C)C